3-Amino-1-Methylaminopropan NCCCNC